N-(1-((dimethylamino)methyl)cyclopropyl)-2-methyl-2-(1-methyl-1H-indazol-3-yl)propanamide CN(C)CC1(CC1)NC(C(C)(C1=NN(C2=CC=CC=C12)C)C)=O